NCC(C(=O)O)C.FC1=C(/C=C/C2=NC=CC3=CC=CC=C23)C=CC=C1 (E)-1-(2-fluorostyryl)isoquinoline L-3-aminoisobutyrate